3-bromofuran-2(5H)-one BrC=1C(OCC1)=O